6-(4-((4-Methoxybenzyl)(methyl)amino)-7H-pyrrolo[2,3-d]pyrimidin-7-yl)-2,2-dimethyltetrahydro-4H-cyclopenta[d][1,3]dioxole-4-carbaldehyde COC1=CC=C(CN(C=2C3=C(N=CN2)N(C=C3)C3CC(C2C3OC(O2)(C)C)C=O)C)C=C1